Ethyl 2-((1r,4r)-4-(benzyloxy)cyclohexyl)acetate C(C1=CC=CC=C1)OC1CCC(CC1)CC(=O)OCC